7-(1-(adamantan-1-ylmethyl)-5-methyl-1H-pyrazol-4-yl)-3-(6-(benzo[d]thiazol-2-ylamino)-5-methylpyridazin-3-yl)imidazo[1,2-a]pyridine-8-carboxylic acid methyl ester COC(=O)C=1C=2N(C=CC1C=1C=NN(C1C)CC13CC4CC(CC(C1)C4)C3)C(=CN2)C=2N=NC(=C(C2)C)NC=2SC3=C(N2)C=CC=C3